ClC1=C(C(=O)N)C=C(C(=C1)F)NC(=O)NC 2-chloro-4-fluoro-5-(3-methylureido)benzamide